FC(CN1C(=NC2=C1C=C(C=C2)C2=CNC=1N=C(N=C(C12)OC)NC1CC(C1)(C)N1C(CCC1)=O)C)F 1-((1r,3r)-3-((5-(1-(2,2-difluoroethyl)-2-methyl-1H-benzo[d]imidazol-6-yl)-4-methoxy-7H-pyrrolo[2,3-d]pyrimidin-2-yl)amino)-1-methylcyclobutyl)pyrrolidin-2-one